C1(CC1)C1=CC(=C(C=C1)C=1NC(C2=C(N1)NN=N2)=O)OCC 5-(4-cyclopropyl-2-ethoxyphenyl)-3,6-dihydro-7H-[1,2,3]triazolo[4,5-d]pyrimidin-7-one